rel-(2R,3S,4S,5R)-N-(1-amino-4-oxo-3H-benzo[2,1-d][1,2]diazepin-6-yl)-3-(3,4-difluoro-2-methoxyphenyl)-4,5-dimethyl-5-(trifluoromethyl)tetrahydrofuran-2-carboxamide NC=1NNC(C=C2C1C=CC=C2NC(=O)[C@@H]2O[C@]([C@H]([C@H]2C2=C(C(=C(C=C2)F)F)OC)C)(C(F)(F)F)C)=O |o1:15,17,18,19|